N-[2-(6-acetylamino-5-fluoro-1H-indol-3-yl)ethyl]acetamide C(C)(=O)NC1=C(C=C2C(=CNC2=C1)CCNC(C)=O)F